C[NH+]1CCCCC1 1-methylpiperidin-1-ium